13,14-Dihydrocarbazolo-[1,2-a]carbazole C1=CC=CC=2C=3C=CC=4C(=C5NC6=CC=CC=C6C5=CC4)C3NC12